S1C(=CC=C1)C1=C(C(=C(C2=NN(N=C21)CC(CCCCCCCC)CCCCCC)C=2SC=CC2)F)F 4,7-bis(thiophen-2-yl)-5,6-difluoro-2-(2-hexyldecyl)benzo[d][1,2,3]triazole